[C@H](C)(CC)OC1=NC=2N(C=C1C(=O)NC=1C(N(C=CC1)C1CC1)=O)C=C(N2)C21COC(CC2)(C1)CF 7-((S)-sec-butoxy)-N-(1-cyclopropyl-2-oxo-1,2-dihydropyridin-3-yl)-2-(1-(fluoromethyl)-2-oxabicyclo[2.2.1]heptan-4-yl)imidazo[1,2-a]pyrimidine-6-carboxamide